N-(5-fluoro-2-nitrophenyl)pyridin-4-amine FC=1C=CC(=C(C1)NC1=CC=NC=C1)[N+](=O)[O-]